N1C(CCC=C1)=O 2(4H)-pyridone